7-(5-acryloyl-2-methyl-1-oxo-2,5,8-triazaspiro[3.5]nonan-8-yl)-9-chloro-10-(2,4-difluorophenyl)-2,3-dihydro-5H-[1,4]thiazino[2,3,4-ij]quinazolin-5-one C(C=C)(=O)N1C2(CN(C2=O)C)CN(CC1)C1=NC(N2C3=C(C(=C(C=C13)Cl)C1=C(C=C(C=C1)F)F)SCC2)=O